C(C)(=O)OC[C@H]1OC([C@@H](C([C@@H]1O)=O)OC(C)=O)OC1=CC=CC=C1 ((2R,3R,5S)-5-acetoxy-3-hydroxy-4-oxo-6-phenoxytetrahydro-2H-pyran-2-yl)methyl acetate